FC(OC=1C=C(C(=NC1)C(F)F)C1=NN(C=2C[C@@H](CCC12)C(=O)NC1(CCS(CC1)(=O)=O)C)C(C)C)F (R)-3-(5-(difluoromethoxy)-2-(difluoromethyl)pyridin-3-yl)-1-isopropyl-N-(4-methyl-1,1-dioxidotetrahydro-2H-thiopyran-4-yl)-4,5,6,7-tetrahydro-1H-indazole-6-carboxamide